1-(4-((4-((4-((2-(bicyclo[1.1.1]pentan-1-ylamino)pyridin-4-yl)oxy)-2-fluorophenyl)amino)-7-methoxyquinazolin-6-yl)amino)piperidin-1-yl)prop-2-en-1-one C12(CC(C1)C2)NC2=NC=CC(=C2)OC2=CC(=C(C=C2)NC2=NC=NC1=CC(=C(C=C21)NC2CCN(CC2)C(C=C)=O)OC)F